CN1N=CC(=N1)C1=C2C=NN(C2=C(C=C1)C1=CC=C(N=N1)NC1C[C@H]2CC[C@@H](C1)N2C(=O)OC(C)(C)C)COCC[Si](C)(C)C tert-butyl (1R,3s,5S)-3-((6-(4-(2-methyl-2H-1,2,3-triazol-4-yl)-1-((2-(trimethylsilyl) ethoxy)methyl)-1H-indazol-7-yl)pyridazin-3-yl)amino)-8-azabicyclo[3.2.1]octane-8-carboxylate